5-(1-(2-(1-(4-(4-amino-3-(4-phenoxyphenyl)-1H-pyrazolo[3,4-d]pyrimidin-1-yl)piperidine-1-carbonyl)piperidin-4-yl)ethyl)piperidin-4-yl)-2-(2,6-dioxopiperidin-3-yl)isoindoline-1,3-dione NC1=C2C(=NC=N1)N(N=C2C2=CC=C(C=C2)OC2=CC=CC=C2)C2CCN(CC2)C(=O)N2CCC(CC2)CCN2CCC(CC2)C=2C=C1C(N(C(C1=CC2)=O)C2C(NC(CC2)=O)=O)=O